ClC1=CC=C(C(=N1)C(=O)NS(=O)(=O)C)N[C@H](C)C=1C=C(C=C2C(N(C(=NC12)N1C[C@H](CC1)OC1=CC(=NC=C1F)OC)C)=O)C 6-chloro-3-(((R)-1-(2-((S)-3-((5-fluoro-2-methoxypyridin-4-yl)oxy)pyrrolidin-1-yl)-3,6-dimethyl-4-oxo-3,4-dihydroquinazolin-8-yl)ethyl)amino)-N-(methylsulfonyl)picolinamide